acryloyl-1,5-pentanediamine C(C=C)(=O)C(CCCCN)N